Cl.C[C@@H]1NC[C@H](N(C1)C(C)C1=CC=C(C=C1)OC(F)(F)F)C[O-] ((2s,5s)-5-methyl-1-(1-(4-(trifluoromethoxy)phenyl)ethyl)piperazin-2-yl)methoxide hydrochloride